2-[Methyl-(tetrahydro-pyran-4-carbonyl)-amino]-5-oxo-5H-thieno[3,2-b]pyran-6-carboxylic acid CN(C1=CC=2OC(C(=CC2S1)C(=O)O)=O)C(=O)C1CCOCC1